6-chloro-2-morpholinopyrimidine ClC1=CC=NC(=N1)N1CCOCC1